tert-butyl (1-(prop-2-yn-1-yl)azetidin-3-yl)carbamate C(C#C)N1CC(C1)NC(OC(C)(C)C)=O